N,N'-(disulfanediylbis(ethane-2,1-diyl))bis(N-methyl-3-(7-(2-octylcyclopropyl)heptyl)dodecan-1-amine) S(SCCN(CCC(CCCCCCCCC)CCCCCCCC1C(C1)CCCCCCCC)C)CCN(CCC(CCCCCCCCC)CCCCCCCC1C(C1)CCCCCCCC)C